4-(chloromethyl)-2-fluoro-N,N-bis(4-methoxybenzyl)benzenesulfonamide 3-(((2,4,5-trifluorobenzyl)oxy)methyl)cyclobutyl-6-oxo-7-oxa-2,5-diazaspiro[3.4]octane-2-carboxylate FC1=C(COCC2CC(C2)OC(=O)N2CC3(C2)NC(OC3)=O)C=C(C(=C1)F)F.ClCC1=CC(=C(C=C1)S(=O)(=O)N(CC1=CC=C(C=C1)OC)CC1=CC=C(C=C1)OC)F